C(#N)C1(CCN(CC1)C(C(=O)NCC(C)C)(C)C)C1=C(C(=CC=C1)F)F 2-(4-cyano-4-(2,3-difluorophenyl)piperidin-1-yl)-N-isobutyl-2-methylpropanamide